NC=1C=C(C=CC1)C#CC1=CSC2N=CN=C(C21)N 5-((3-aminophenyl)ethynyl)-4a,7a-dihydrothieno[2,3-d]pyrimidin-4-amine